C1(CCCC1)CC=1NC(=NN1)C(=O)NC1=NC=CC(=C1)C1=C(C=CC(=C1)OCCOC(C)(C)C)C(F)(F)F 5-(cyclopentylmethyl)-N-(4-(5-(2-(tert-butoxy)ethoxy)-2-(trifluoromethyl)phenyl)pyridin-2-yl)-4H-1,2,4-triazole-3-carboxamide